ClC=1C2=C(N=C(N1)N1C=NC=C1)SC(=C2)C 4-chloro-2-(1H-imidazol-1-yl)-6-methylthieno[2,3-d]pyrimidine